1-(2-hydroxyethyl)benzimidazole OCCN1C=NC2=C1C=CC=C2